(1S,3S)-3-((2-(5-(((4-Cyclopropyl-pyrimidin-2-yl)amino)methyl)-1-methyl-1H-pyrazol-4-yl)-4-methylpyrimidin-5-yl)oxy)cyclohexan C1(CC1)C1=NC(=NC=C1)NCC1=C(C=NN1C)C1=NC=C(C(=N1)C)OC1CCCCC1